1H-imidazol-1-yl-benzene N1(C=NC=C1)C1=CC=CC=C1